1-[7-[3-[[1-(4-Aminobenzoyl)-4-piperidyl]oxy]prop-1-ynyl]imidazo[1,2-a]pyridin-3-yl]hexahydropyrimidine-2,4-dione NC1=CC=C(C(=O)N2CCC(CC2)OCC#CC2=CC=3N(C=C2)C(=CN3)N3C(NC(CC3)=O)=O)C=C1